5-[1-(2H3)methyl-1H-pyrazol-4-yl]-2-{3-[(3S)-3-(propan-2-yl)piperazin-1-yl]-1,2,4-triazin-6-yl}phenol dihydrochloride Cl.Cl.C(N1N=CC(=C1)C=1C=CC(=C(C1)O)C1=CN=C(N=N1)N1C[C@@H](NCC1)C(C)C)([2H])([2H])[2H]